bis(1,2,3,4-tetramethylcyclopentadienyl)zirconium dichloride [Cl-].[Cl-].CC1(C(=C(C(=C1)C)C)C)[Zr+2]C1(C(=C(C(=C1)C)C)C)C